2-methylhept-6-ynoate CC(C(=O)[O-])CCCC#C